N-(4-(5-cyclopropyl-1,2,4-oxadiazol-3-yl)-2-fluorobenzyl)pyrazin-2-amine C1(CC1)C1=NC(=NO1)C1=CC(=C(CNC2=NC=CN=C2)C=C1)F